ClC=1N=C(NC1[C@@H]1[C@@H](CN(CC1)S(=O)(=O)C)C)C1=NC=C(C=C1)F 2-(4-Chloro-5-((3S,4S)-3-methyl-1-(methylsulfonyl)piperidin-4-yl)-1H-imidazol-2-yl)-5-fluoropyridine